(2R,3R,4S,5R,6R)-6-((3-(tert-butyl)isoxazol-5-yl)methyl)-4-(4-(2,3-difluoro-4-methylphenyl)-1H-1,2,3-triazol-1-yl)-2-(hydroxymethyl)-5-(thiazol-4-ylmethoxy)tetrahydro-2H-pyran-3-ol C(C)(C)(C)C1=NOC(=C1)C[C@@H]1[C@@H]([C@H]([C@H]([C@H](O1)CO)O)N1N=NC(=C1)C1=C(C(=C(C=C1)C)F)F)OCC=1N=CSC1